1-(5-bromopyridin-2-yl)-N-(4-fluorophenyl)-3-hydroxycyclobutanecarboxamide BrC=1C=CC(=NC1)C1(CC(C1)O)C(=O)NC1=CC=C(C=C1)F